1-(3-methoxyphenyl)-4,6-dihydropyrrolo[3,4-c]pyrazole-5(1H)-carbonitrile COC=1C=C(C=CC1)N1N=CC2=C1CN(C2)C#N